(S)-6-benzhydryl-3-((cyclohexylamino)methyl)-11-hydroxy-5,6-dihydro-10H-imidazo[1,2-a]pyrido[2,1-c]pyrazin-10-one C(C1=CC=CC=C1)(C1=CC=CC=C1)[C@@H]1N2C(C=3N(C1)C(=CN3)CNC3CCCCC3)=C(C(C=C2)=O)O